COC(=O)C1[C@H]2CN(C[C@@H]12)C1=NC=C(C=C1)N1N=C(C2=CC=C(C(=C12)C)F)I.C(C)(=O)OC[Si](OCC)(OCC)OCC acetoxymethyl-triethoxysilane Methyl-(1R,5S,6R)-3-[5-(6-fluoro-3-iodo-7-methyl-1H-indazol-1-yl)pyridin-2-yl]-3-azabicyclo[3.1.0]hexane-6-carboxylate